FC(C(=O)NCC1=CC=C(C(=O)O)C=C1)(F)F 4-((2,2,2-trifluoroacetamido)methyl)benzoic acid